Cl.O=C1NC(CCC1OC1=CC=C(C=C1)C1CCN(CC1)CCCCCCCCCC(=O)O)=O 10-[4-[4-[(2,6-dioxo-3-piperidyl)oxy]phenyl]-1-piperidyl]decanoic acid hydrochloride